Methyl 3-((3-butyl-3-ethyl-5-(4-fluorophenyl)-7-(methylthio)-1,1-dioxido-2,3,4,5-tetrahydro-1,5-benzothiazepin-8-yl)oxy)-2,2-dimethylpropanoate C(CCC)C1(CS(C2=C(N(C1)C1=CC=C(C=C1)F)C=C(C(=C2)OCC(C(=O)OC)(C)C)SC)(=O)=O)CC